(((R)-Morpholin-2-yl)methoxy)benzamide N1C[C@@H](OCC1)COC1=C(C(=O)N)C=CC=C1